C(N)(=O)C1=NN(C=C1NC(=O)C=1C=NN2C1N=C(C=C2)N2CCOCC2)C N-(3-Carbamoyl-1-methyl-1H-pyrazol-4-yl)-5-morpholin-4-ylpyrazolo[1,5-a]pyrimidin-3-carboxamid